(E)-1-[4-[3-(4-Acetyl-3-hydroxy-2-propylphenoxy)propoxy]phenyl]-3-phenylprop-2-en-1-one C(C)(=O)C1=C(C(=C(OCCCOC2=CC=C(C=C2)C(\C=C\C2=CC=CC=C2)=O)C=C1)CCC)O